C(CCCCCCCCC)[SiH](C1=C(C=CC=C1)C(C)C)C decyl-methyl-(2-isopropylphenyl)silane